BrC1=C(C=C2C=NNC2=C1F)NC1=CC(=CC(=C1)OC)F 6-bromo-7-fluoro-N-(3-fluoro-5-methoxy-phenyl)-1H-indazol-5-amine